1-(2-((2,3-dihydro-1H-inden-2-yl)amino)pyrimidin-5-yl)-5-methyl-1H-pyrazol C1C(CC2=CC=CC=C12)NC1=NC=C(C=N1)N1N=CC=C1C